CN(CCCC(=O)[O-])CCCC(=O)[O-].[K+].[K+] dipotassium 4,4'-(methylazanediyl)dibutyrate